N-(1-methyl-1H-tetrazol-5-yl)-2-(((5-methyl-2-oxo-3-propyloxazolidin-5-yl)methoxy)methyl)-6-(trifluoromethyl)nicotinamide CN1N=NN=C1NC(C1=C(N=C(C=C1)C(F)(F)F)COCC1(CN(C(O1)=O)CCC)C)=O